C(N)(=O)C=CC(=O)O 3-CARBAMOYLPROP-2-ENOIC ACID